porphyrinide C12=CC=C([N-]1)C=C1C=CC(=N1)C=C1C=CC(N1)=CC=1C=CC(N1)=C2